C1(CC1)C(=O)NC1=NN2C(C=CC=C2C2(CCC3(CN(C3)C(=O)OC(C)(C)C)CC2)O)=N1 tert-butyl 7-(2-(cyclopropanecarboxamido)-[1,2,4]triazolo[1,5-a]pyridin-5-yl)-7-hydroxy-2-azaspiro[3.5]nonane-2-carboxylate